(S)-3-(oxetan-2-ylmethyl)-2-((4-(6-(pyrazolo[1,5-a]pyridin-4-ylmethoxy)pyridin-2-yl)piperidin-1-yl)methyl)-3H-imidazo[4,5-b]pyridine-5-carboxylic acid O1[C@@H](CC1)CN1C(=NC=2C1=NC(=CC2)C(=O)O)CN2CCC(CC2)C2=NC(=CC=C2)OCC=2C=1N(C=CC2)N=CC1